2-(4-isobutylphenyl)-4-phenyl-1H-pyrrole C(C(C)C)C1=CC=C(C=C1)C=1NC=C(C1)C1=CC=CC=C1